COC=C(C)C=1C=C(C=CC1)CC(C(=O)O)(C)C 3-[3-(1-methoxyprop-1-en-2-yl)phenyl]-2,2-dimethylpropanoic acid